allyldimethylsilyl-(1,2,4-triazole) C(C=C)[Si](C)(C)C1=NNC=N1